2-chloro-N-(4-fluoro-3-methylphenyl)-5-(2-(((1R,2S)-2-hydroxycyclopentyl)amino)-2-oxoacetyl)-1,4-dimethyl-1H-pyrrole-3-carboxamide ClC=1N(C(=C(C1C(=O)NC1=CC(=C(C=C1)F)C)C)C(C(=O)N[C@H]1[C@H](CCC1)O)=O)C